ClC=1C=CC=C2CC[C@H]([C@H](C12)N(C([O-])=O)C(C)C)OCOC (1S,2R)-8-Chloro-2-(methoxymethoxy)-1,2,3,4-tetrahydronaphthalin-1-yl-isopropylcarbamat